exo-norbornenic anhydride C12(C=CC(CC1)C2)C(=O)OC(=O)C21C=CC(CC2)C1